2-[1-butylpiperidin-4-yl]Acetic acid hydrochloride Cl.C(CCC)N1CCC(CC1)CC(=O)O